ClC1=CN=C2C(=N1)N(C(=N2)S(=O)(=O)C)C2=C(C=CC=C2OC)OC C6-chloro-1-(2,6-dimethoxyphenyl)-2-(methylsulfonyl)-1H-imidazo[4,5-b]pyrazine